NC=1C=C(C=NC1N(C)C(=O)OC(C)(C)C)C=1C=C2C(=NC=NC2=CC1)N1CCN(CC1)C(=O)[O-] 4-(6-(5-amino-6-((tert-butoxycarbonyl)(methyl)amino)pyridin-3-yl)quinazolin-4-yl)piperazine-1-carboxylate